C(C)(C)(C)OC(N(C)C1CCC(CC1)N1N=CC(=C1)C=1C=C(C=2N(C1)N=CC2C#N)Br)=O.ClC2=CC=C(C=C2)C2=NC(=NC(=C2)N2CC(CC(C2)C)C)C=2C=NC=CC2 (4-chlorophenyl)-6-(3,5-dimethylpiperidin-1-yl)-2-(pyridin-3-yl)pyrimidine t-Butyl-N-[4-[4-(4-bromo-3-cyano-pyrazolo[1,5-a]pyridin-6-yl)pyrazol-1-yl]cyclohexyl]-N-methyl-carbamate